N-(4-(N-(2,3-dimethylphenyl)sulfamoyl)phenyl)-3-iodo-4-methoxybenzamide CC1=C(C=CC=C1C)NS(=O)(=O)C1=CC=C(C=C1)NC(C1=CC(=C(C=C1)OC)I)=O